4-(2-(2-(4-Chlorophenyl)cyclohex-2-enyl)-2,6-diazaspiro[3.4]octan-6-yl)benzoic acid ClC1=CC=C(C=C1)C=1C(CCCC1)N1CC2(C1)CN(CC2)C2=CC=C(C(=O)O)C=C2